Cl.NC1=NC=CC(=C1)C 2-amino-4-picoline hydrochloride salt